C(C=C)(=O)NC=1C=C(CNC2=NC(=C(C=3N2C=CN3)C(=O)N)NC3=CC(=C(C=C3)N3CCOCC3)OC)C=CC1Cl 5-((3-acrylamido-4-chlorobenzyl)amino)-7-((3-methoxy-4-morpholinophenyl)amino)imidazo[1,2-c]pyrimidine-8-amide